C(C)(C)(C)OC(=O)N1[C@@H](C[C@](C1)(F)CO[Si](C)(C)C(C)(C)C)C(=O)O (2S,4R)-1-(tert-butoxycarbonyl)-4-(((tertbutyldimethylsilyl)oxy)methyl)-4-fluoropyrrolidine-2-carboxylic acid